α-Carboxyethyl-hydroxychroman C(=O)(O)C(C)C1(OC2=CC=CC=C2CC1)O